(S)-ethyl 2-amino-3-phenylpropanoate hydrochloride Cl.N[C@H](C(=O)OCC)CC1=CC=CC=C1